benzoic acid [(4S)-5,5-difluoro-3-(trifluoromethyl)-4,6-dihydro-1H-cyclopent[c]pyrazol-4-yl] ester FC1([C@H](C2=C(NN=C2C(F)(F)F)C1)OC(C1=CC=CC=C1)=O)F